2-(3-(2,6-dioxopiperidin-3-yl)-1H-indazol-1-yl)-N-(4-methyltetrahydro-2H-pyran-4-yl)acetamide O=C1NC(CCC1C1=NN(C2=CC=CC=C12)CC(=O)NC1(CCOCC1)C)=O